2-[2-(2-acetoxy-5-methyl-phenyl)-phenethyl]-N-methylpiperidine C(C)(=O)OC1=C(C=C(C=C1)C)C1=C(CCC2N(CCCC2)C)C=CC=C1